4-methylpyridine-2,6-diol CC1=CC(=NC(=C1)O)O